(1s,2r,5r)-3-(((2-amino-3-chloro-5-fluoroquinolin-7-yl)oxy)methyl)-5-(4-amino-7H-pyrrolo[2,3-d]pyrimidin-7-yl)-2-methylcyclopent-3-ene-1,2-diol NC1=NC2=CC(=CC(=C2C=C1Cl)F)OCC=1[C@]([C@H]([C@@H](C1)N1C=CC2=C1N=CN=C2N)O)(O)C